FC1=C(C(=O)OC)C=C(C=C1)C(F)(F)F Methyl 2-fluoro-5-trifluoromethylbenzoate